FC(C1=C(C=C2CCCN(C2=C1)C1=CC2=C(N(C(N2C)=O)C)C(=C1)C=1CCOCC1)C=1C=CC(=NC1)C(=O)OC)F methyl 5-(7-(difluoromethyl)-1-(7-(3,6-dihydro-2H-pyran-4-yl)-1,3-dimethyl-2-oxo-2,3-dihydro-1H-benzo[d]imidazol-5-yl)-1,2,3,4-tetrahydroquinolin-6-yl)picolinate